P(O)(=O)(F)F difluoro-phosphoric acid